O1C2(C1)CC1CC[C@H]3[C@@H]4CCC([C@@]4(C)CC[C@@H]3[C@H]1CC2)=O Spiro[estrane-3,2'-oxiran]-17-one